O=C(C(=O)O)C1=C(N(C(=C1C)C(NC1=CC=CC=C1)=O)C)C 2-oxo-2-(1,2,4-trimethyl-5-(phenylcarbamoyl)-1H-pyrrol-3-yl)acetic acid